N,N-dimethyl-3-(4-(methylamino)-9,10-dioxo-4a,9,9a,10-tetrahydroanthracen-1-ylamino)-N-propylpropan-1-aminium bromide [Br-].C[N+](CCCNC1=CC=C(C2C(C3=CC=CC=C3C(C12)=O)=O)NC)(CCC)C